(R)-5-(3,4-dimethylphenyl)-N-(1,1-dioxido-2,3-dihydrothiophen-3-yl)quinazoline-8-carboxamide CC=1C=C(C=CC1C)C1=C2C=NC=NC2=C(C=C1)C(=O)N[C@H]1CS(C=C1)(=O)=O